C(C1=CC=CC=C1)C1=NN=C(O1)C(=O)N[C@@H]1C(N(C2=C(OC1)C=CC(=C2)C#CC(C)(C)O)C)=O (S)-5-benzyl-N-(7-(3-hydroxy-3-methylbut-1-yn-1-yl)-5-methyl-4-oxo-2,3,4,5-tetrahydrobenzo[b][1,4]oxazepin-3-yl)-1,3,4-oxadiazole-2-carboxamide